allyl(2-fluorophenyl) (2,2,2-trifluoroethyl)phosphonate FC(CP(OC1=C(C(=CC=C1)CC=C)F)([O-])=O)(F)F